ClC1=CC2=C(C3=CC=CC=C3C(=C2C=C1)OCC)OCC 2-chloro-9,10-diethoxyanthracene